N-(1-oxododecyl)-glutamate O=C(CCCCCCCCCCC)N[C@@H](CCC(=O)[O-])C(=O)[O-]